Chlorotoluene C1=CC=C(C=C1)CCl